Cl.C(C)(CC)C1=CC=C(NCC2CCNCC2)C=C1 4-(sec-butyl)-N-(piperidin-4-ylmethyl)aniline Hydrochloride